CN(C1=C(C(=NC=2N1N=CN2)C)CC2=CC=C(C=C2)S(=O)(=N)CCC(=O)OC)C methyl 3-(4-((7-(dimethylamino)-5-methyl-[1,2,4]triazolo[1,5-a]pyrimidin-6-yl)methyl)phenylsulfonimidoyl)propanoate